(trans)-2-[[2-[(1-hydroxy-3H-2,1-benzoxaborol-5-yl)amino]-5-methyl-pyrimidin-4-yl]amino]cyclohexane-1-carbonitrile OB1OCC2=C1C=CC(=C2)NC2=NC=C(C(=N2)N[C@H]2[C@@H](CCCC2)C#N)C